4-[(3-chloro-4-fluoro-phenyl)amino]-6-(1-methyl-piperidin-4-yloxy)-7-(2-methoxy-ethoxy)-quinazoline ClC=1C=C(C=CC1F)NC1=NC=NC2=CC(=C(C=C12)OC1CCN(CC1)C)OCCOC